N1CC(=CC1)C1=CC=CC=2N(C(N(C21)C)=O)N2CCCCC2 [4-(2,5-dihydro-1H-pyrrol-3-yl)-3-methyl-2-oxo-benzimidazol-1-yl]Piperidine